2-methyl-1,4-phenylenebis(4-(4-(acryloyloxy) butoxy) benzoate) CC1=C(C=CC(=C1)C1=C(C(=O)[O-])C=CC(=C1)OCCCCOC(C=C)=O)C1=C(C(=O)[O-])C=CC(=C1)OCCCCOC(C=C)=O